NC[C@H](O)[C@@H](O)[C@@H](O)[C@H](O)CO 1-amino-1-deoxy-D-galactitol